methyl (S)-2-((tert-butoxycarbonyl)amino)-3-(5-chloro-2-methoxypyridin-3-yl)propanoate C(C)(C)(C)OC(=O)N[C@H](C(=O)OC)CC=1C(=NC=C(C1)Cl)OC